S1C(=CC2=C1C=CC=C2)C2=CC=C1C=CC(=CC1=C2)N(C2=CC=C(C=C2)C=2SC1=C(C2)C=CC=C1)C1=CC=C(C=C1)C=1SC2=C(N1)C=CC=C2 (7-Benzothien-2-yl-naphthalen-2-yl)-(4-benzothiazol-2-yl-phenyl)-(4-benzothien-2-yl-phenyl)amine